3-azabicyclo[3.1.0]hexane-3-carboxylate C12CN(CC2C1)C(=O)[O-]